C(C1=CC=CC=C1)OC1=CC=C2C(=C([N+](=CC2=C1)[O-])C1CCOCC1)C1=CC(=C(C=C1)F)C 7-benzyloxy-4-(4-fluoro-3-methyl-phenyl)-2-oxido-3-tetrahydropyran-4-yl-isoquinolin-2-ium